CC1=C(C=CC(=C1)Br)NC(=O)CCl N-(4-bromo-2-methylphenyl)-2-chloroacetamide